(1-(4-chlorophenyl)-2,2,2-trifluoroethyl)-N-ethyl-2-methoxypyrimidine-5-sulfonamide ClC1=CC=C(C=C1)C(C(F)(F)F)C1=NC(=NC=C1S(=O)(=O)NCC)OC